1-(3-fluoro-5-(5-(3-(methylsulfonyl)phenyl)-1H-pyrazolo[3,4-b]pyridin-3-yl)phenyl)-3-(pyridazin-3-yl)urea FC=1C=C(C=C(C1)C1=NNC2=NC=C(C=C21)C2=CC(=CC=C2)S(=O)(=O)C)NC(=O)NC=2N=NC=CC2